(S)-amino(4-methylphenyl)acetic acid N[C@H](C(=O)O)C1=CC=C(C=C1)C